NCCC[SiH2]O[SiH2]O[SiH3] Aminopropyl-trisiloxane